C(CCCCCCC)N1C(=[N+](C=C1)C)C 1-(1-octyl)-2,3-dimethylimidazolium